2-(2-fluoro-6-methyl-4-nitrophenoxy)pyrimidine ethyl-6-fluoro-1,1-dimethyl-3-(4,4,5,5-tetramethyl-1,3,2-dioxaborolan-2-yl)-1H-indene-5-carboxylate C(C)OC(=O)C=1C=C2C(=CC(C2=CC1F)(C)C)B1OC(C(O1)(C)C)(C)C.FC1=C(OC2=NC=CC=N2)C(=CC(=C1)[N+](=O)[O-])C